(S)-2-(difluoromethyl)-4-isobutyl-6-(3-methyl-4-((5-methyl-1,3,4-thiadiazol-2-yl)methyl)piperazin-1-yl)benzonitrile FC(C1=C(C#N)C(=CC(=C1)CC(C)C)N1C[C@@H](N(CC1)CC=1SC(=NN1)C)C)F